2-(4-ethyl-2,5-dimethoxyphenyl)-N-[(2-hydroxyphenyl)methyl]ethanamine C(C)C1=CC(=C(C=C1OC)CCNCC1=C(C=CC=C1)O)OC